3-Aminotetrahydrofuran NC1COCC1